2-[2-[(1S,4aR,5R,8aS)-5-(2,2-difluoro-1-hydroxyethyl)-1-methyl-3,4,4a,5,6,7,8,8a-octahydro-1H-isoquinolin-2-yl]-2-oxoethyl]-3-chloro-4-methoxybenzonitrile FC(C(O)[C@H]1[C@@H]2CCN([C@H]([C@H]2CCC1)C)C(CC1=C(C#N)C=CC(=C1Cl)OC)=O)F